4-fluoro-5-phenyl-1,3-dioxol-2-one FC=1OC(OC1C1=CC=CC=C1)=O